ClC=1C(=NC(=NC1)N[C@H]1[C@@H]([C@H]2CO[C@@H](C1)O2)O)C=2C=C(C1=C(N(C(=N1)[C@H]1CC(CC1)(F)F)C(C)C)C2)F (1R,2S,3R,5R)-3-((5-chloro-4-(2-((R)-3,3-difluorocyclopentyl)-4-fluoro-1-isopropyl-1H-benzo[d]imidazol-6-yl)pyrimidin-2-yl)amino)-6,8-dioxabicyclo[3.2.1]octan-2-ol